ClC=1C=C(C=C(C1C1CC1)C1=C(C=2N=C(N=C(C2C=N1)N1CC2CCC(C1)N2)OCC21CCCN1CCC2)F)O 3-chloro-4-cyclopropyl-5-(4-{3,8-diazabicyclo[3.2.1]octan-3-yl}-8-fluoro-2-[(hexahydro-1H-pyrrolizin-7a-yl)methoxy]pyrido[4,3-d]pyrimidin-7-yl)phenol